[Si](C)(C)(C(C)(C)C)O[C@H](C(=O)OCC)C ethyl (S)-2-((tert-butyldimethylsilyl)oxy)propionate